N1C(=NC2=C1C=CC=C2)C(C=CC2=CC(=C(C=C2)OCC)OCC)=O 1-(1H-benzimidazol-2-yl)-3-(3,4-diethoxyphenyl)prop-2-en-1-one